allylpiperazine-1-carboxylate C(C=C)OC(=O)N1CCNCC1